FC(C(C)(C)O)(F)C=1C(=C(C=CC1)[C@@H](C)NC1=NC(=NC2=CC3=C(C=C12)N(C(C31CC1)=O)C)C)F (R)-4'-((1-(3-(1,1-difluoro-2-hydroxy-2-methylpropyl)-2-fluorophenyl)ethyl)amino)-2',6'-dimethylspiro[cyclopropane-1,8'-pyrrolo[2,3-g]quinazolin]-7'(6'H)-one